C1(CCCCC1)NC1=C(C=C(C=C1)NC(C=C)=O)C=1C=NC=CC1 N-(4-(cyclohexylamino)-3-(pyridin-3-yl)phenyl)acrylamide